8-[(2s,5r)-4-[(4-fluorophenyl)(phenyl)methyl]-2,5-dimethylpiperazin-1-yl]-5-methyl-6-oxo-5,6-dihydro-1,5-naphthyridine-2-carbonitrile FC1=CC=C(C=C1)C(N1C[C@@H](N(C[C@H]1C)C1=CC(N(C=2C=CC(=NC12)C#N)C)=O)C)C1=CC=CC=C1